C(C(C)C)N(CC(C)C)CCC N,N-Diisobutylpropylamin